MORPHINAN-6-ON C1=CC=CC=2[C@@]34CC(CC[C@H]3[C@@H](CC12)NCC4)=O